tert-Butyl 5-bromo-1-cyanoisoindoline-2-carboxylate BrC=1C=C2CN(C(C2=CC1)C#N)C(=O)OC(C)(C)C